FC1=C(C=C(C=C1)F)NN=C(C(=O)O)C 2-[(2,5-difluorophenyl)hydrazono]propionic acid